C(C)N1C2=C(OCC1)C=C(C=C2)C#N 4-ethyl-3,4-dihydro-2H-benzo[b][1,4]oxazine-7-carbonitrile